5-(1-(2-aminoethyl)-1H-pyrazol-4-yl)pyrrolo[2,1-f][1,2,4]triazin-4-amine NCCN1N=CC(=C1)C=1C=CN2N=CN=C(C21)N